OC1=CC=C(C2=CC=CC(=C12)C#C[Si](C(C)C)(C(C)C)C(C)C)NC(OC(C)(C)C)=O tert-butyl (4-hydroxy-5-((triisopropylsilyl)ethynyl)naphthalen-1-yl)carbamate